C(C)(=O)N1CCOC2=C1C=CC=C2 4-acetyl-3,4-dihydro-2H-1,4-benzoxazin